FS(=O)(=O)N1CN(C=C1C)C 1-(fluorosulfonyl)-3,5-dimethylimidazole